4-3-cyclopropyl-5-fluoro-N-[(2Z)-imidazolidin-2-ylidene]-4-({3-[(propan-2-yl)carbamoyl]phenyl}amino)benzamide C1CC1C1(CC=C(C(=O)N=C2NCCN2)C=C1F)NC1=CC(=CC=C1)C(NC(C)C)=O